ClC1=C(C#N)C=CC(=C1)C1COC1 2-chloro-4-(oxetan-3-yl)benzonitrile